(1R,2S,5S)-3-(2-(3-acetyl-5-(2-(1-hydroxyethyl)pyrimidin-5-yl)-7-methyl-1H-indazol-1-yl)acetyl)-N-(6-bromo-5-fluoro-3-methylpyridin-2-yl)-3-azabicyclo[3.1.0]hexane-2-carboxamide C(C)(=O)C1=NN(C2=C(C=C(C=C12)C=1C=NC(=NC1)C(C)O)C)CC(=O)N1[C@@H]([C@@H]2C[C@@H]2C1)C(=O)NC1=NC(=C(C=C1C)F)Br